6-(2-(difluoromethyl)thiazol-5-yl)-N-(1-methyl-1H-indazol-7-yl)pyridine-3-sulfonamide FC(C=1SC(=CN1)C1=CC=C(C=N1)S(=O)(=O)NC=1C=CC=C2C=NN(C12)C)F